5-chloro-2-[(5R)-hexahydro-5-trideuteromethyl-1H-1,4-diazepin-1-yl]benzoxazole ClC=1C=CC2=C(N=C(O2)N2CCN[C@@H](CC2)C([2H])([2H])[2H])C1